O1CC(C1)C1CCC2=CC=3CCCC3C(=C12)NC(=O)N=S(=O)(N)C=1C=NN2C1OCCC2 N'-((3-(oxetan-3-yl)-1,2,3,5,6,7-hexahydro-s-indacen-4-yl)carbamoyl)-6,7-dihydro-5H-pyrazolo[5,1-b][1,3]oxazine-3-sulfonimidamide